CN(CC(=O)NC1CCC(CC1)C=1SC2=C(N1)C(=C(N2)C=2C=C(C=1N(C2)N=CN1)OC)C(C)C)C 2-(Dimethylamino)-N-(4-(6-isopropyl-5-(8-methoxy-[1,2,4]triazolo[1,5-a]pyridin-6-yl)-4H-pyrrolo[3,2-d]thiazol-2-yl)cyclohexyl)acetamide